N-(6-(1-(methyl-d3)-1H-pyrazol-4-yl)isoquinolin-3-yl)-2-(pyrrolidin-1-yl)acetamide C(N1N=CC(=C1)C=1C=C2C=C(N=CC2=CC1)NC(CN1CCCC1)=O)([2H])([2H])[2H]